6-(3-(2'-chloro-[1,1'-biphenyl]-4-yl)-4,5-dihydro-1H-pyrazol-5-yl)quinoxaline ClC1=C(C=CC=C1)C1=CC=C(C=C1)C1=NNC(C1)C=1C=C2N=CC=NC2=CC1